2,5-di-t-octylhydroquinone C(C)(C)(CC(C)(C)C)C1=C(O)C=C(C(=C1)O)C(C)(C)CC(C)(C)C